1-methyl-3-isopropyl-4-p-methoxyphenyl-3,4-dihydroquinolin-2(1H)-one CN1C(C(C(C2=CC=CC=C12)C1=CC=C(C=C1)OC)C(C)C)=O